tert-butyl (2R,4R)-4-((tert-butyldiphenylsilyl)oxy)-2-formylpyrrolidine-1-carboxylate [Si](C1=CC=CC=C1)(C1=CC=CC=C1)(C(C)(C)C)O[C@@H]1C[C@@H](N(C1)C(=O)OC(C)(C)C)C=O